C(C)(C)C=1N=C(N(C1[N+](=O)[O-])C1=CC(=NC=C1)OC)C 4-(4-Isopropyl-2-methyl-5-nitro-1H-imidazol-1-yl)-2-methoxypyridine